C(C1=CC=CC=C1)OC1=C(C=C2C(=NN(C2=C1F)C1=CC=C(C=C1)N1CCN(CC1)S(=O)(=O)C)F)F 6-(Benzyloxy)-3,5,7-trifluoro-1-(4-(4-(methylsulfonyl)piperazin-1-yl)phenyl)-1H-indazole